C[C@H](C1=CC=CC=C1)[NH-] N-[(R)-α-methylbenzyl]amid